BrC1=CC2=C(N(C(=N2)CC2=C(OCC3=CC(=C(C=C3)CCC(=O)O)CC)C=CC=C2)CCN2CCCC2)C=C1 3-(4-((2-((5-Bromo-1-(2-(pyrrolidin-1-yl)ethyl)-1H-benzo[d]imidazol-2-yl)methyl)-phenoxy)methyl)-2-ethylphenyl)propanoic acid